Cl.[Sn] tin hydrochloride